C(C)C=1C(=CC=C2C=C(C=C(C12)C(=O)OC)OCOC)F methyl 8-ethyl-7-fluoro-3-(methoxymethoxy)-1-naphthoate